CC1=NNC=2CCC(CC12)CN 1-(3-methyl-4,5,6,7-tetrahydro-1H-indazol-5-yl)methylamine